(S)-3-(((9H-fluoren-9-yl)methoxy)carbonyl(methyl)amino)-4-oxo-4-pyrrolidin-1-ylbutanoic acid C1=CC=CC=2C3=CC=CC=C3C(C12)COC(=O)N([C@@H](CC(=O)O)C(N1CCCC1)=O)C